N(=[N+]=[N-])CC1=NN(C=2N(C([C@@H]([C@@H](C21)C2=CC=C(C=C2)F)NC(C2=CC(=CC=C2)C(F)(F)F)=O)=O)CC)C2=CC=CC=C2 |r| rac-N-((4R,5R)-3-(azidomethyl)-7-ethyl-4-(4-fluorophenyl)-6-oxo-1-phenyl-4,5,6,7-tetrahydro-1H-pyrazolo[3,4-b]pyridine-5-yl)-3-(trifluoromethyl)benzamide